N1CCNCC1.N1CCC(CC1)C(=O)O piperidine-4-carboxylic acid-piperazine salt